(2S,4S)-4-methoxy-2-[methoxy(methyl)carbamoyl]pyrrolidine-1-carboxylic acid tert-butyl ester C(C)(C)(C)OC(=O)N1[C@@H](C[C@@H](C1)OC)C(N(C)OC)=O